1-[2-(4-chlorophenyl)ethyl]piperazine dihydrochloride Cl.Cl.ClC1=CC=C(C=C1)CCN1CCNCC1